[(3aR,5S,6S)-6-(2-benzyloxyethyl)-2,2-dimethyl-3a,5,6,6a-tetrahydrofuro[2,3-d][1,3]dioxol-5-yl]methyl benzoate C(C1=CC=CC=C1)(=O)OC[C@@H]1[C@@H](C2[C@@H](OC(O2)(C)C)O1)CCOCC1=CC=CC=C1